6-(6-chloro-2,5-dimethyl-pyrimidin-4-yl)-7,8-dihydro-5H-1,6-naphthyridine ClC1=C(C(=NC(=N1)C)N1CC=2C=CC=NC2CC1)C